2-(2-(2-(4-aminophenoxy)ethoxy)ethyl)-3-(2-oxoindolin-6-yl)benzamide NC1=CC=C(OCCOCCC2=C(C(=O)N)C=CC=C2C2=CC=C3CC(NC3=C2)=O)C=C1